6-[2-(3,5-dimethylpiperazin-1-yl)-4-fluoro-1,3-benzothiazol-6-yl]-2,8-dimethylimidazo[1,2-b]pyridazine hydrochloride Cl.CC1CN(CC(N1)C)C=1SC2=C(N1)C(=CC(=C2)C=2C=C(C=1N(N2)C=C(N1)C)C)F